6-bromo-4,4-dimethylchromane BrC=1C=C2C(CCOC2=CC1)(C)C